(S)-2-((4-(3-((5-chloro-3-fluoropyridin-2-yl)methoxy)phenyl)piperidin-1-yl)methyl)-1-(oxetan-2-ylmethyl)-1H-benzo[d]imidazole-6-carboxylic acid ClC=1C=C(C(=NC1)COC=1C=C(C=CC1)C1CCN(CC1)CC1=NC2=C(N1C[C@H]1OCC1)C=C(C=C2)C(=O)O)F